ClC1=NC=CC=C1COC1=CC=C(C=C1)C=1C=C(C(NC1C(F)(F)F)=O)C(=O)N 5-(4-((2-chloropyridin-3-yl)methoxy)phenyl)-2-oxo-6-(trifluoromethyl)-1,2-dihydropyridine-3-carboxamide